5-(2-Hydroxyphenyl)benzene-1,3-diol OC1=C(C=CC=C1)C=1C=C(C=C(C1)O)O